ClC1=NC=2C=NC(=NC2N(C1=O)C=1C=NC(=CC1)OC(F)F)NC1CC1 6-chloro-2-(cyclopropylamino)-8-(6-(difluoromethoxy)pyridin-3-yl)pteridin-7(8H)-one